1,4-dicyano-butene C(#N)C=CCCC#N